FC(C1(CC1)C[C@H](C#C)NC(OC(C)(C)C)=O)(F)F tert-butyl N-[(1R)-1-[[1-(trifluoromethyl)cyclopropyl] methyl]prop-2-ynyl]carbamate